5-((3-aminophenyl)(cyclopropylmethoxy)methyl-2-fluorophenyl)-3-(trifluoromethyl)-1H-pyrazole-5-carboxamide NC=1C=C(C=CC1)C1=C(C(=C(C=C1)C1(C=C(NN1)C(F)(F)F)C(=O)N)F)COCC1CC1